dimethoxy-1,3,5-triazinylmethyl-morpholinium COC1[N+](CCOC1)(CC1=NC=NC=N1)OC